benzyl 5-(4-fluoro-3-methyl-phenyl)-6-isopropyl-pyrrolo[2,3-f]indazole-1-carboxylate FC1=C(C=C(C=C1)N1C(=CC2=C1C=C1C=NN(C1=C2)C(=O)OCC2=CC=CC=C2)C(C)C)C